CC1(N(CC(C1)CCC(C)OS(=O)(=O)C)C(=O)OC(C)(C)C)C tert-Butyl 2,2-dimethyl-4-(3-methylsulfonyloxybutyl)pyrrolidine-1-carboxylate